((1s,4s)-4-((5-(3-(2,2-difluoroethyl)-2-methyl-3H-imidazo[4,5-b]pyridin-5-yl)-7H-pyrrolo[2,3-d]pyrimidin-2-yl)amino)cyclohexyl)(pyrrolidin-1-yl)methanone FC(CN1C(=NC=2C1=NC(=CC2)C2=CNC=1N=C(N=CC12)NC1CCC(CC1)C(=O)N1CCCC1)C)F